niobium-titanium oxygen sulfide O=S.[Ti].[Nb]